Methoxy-N,N-dimethyl-propionamide COC(C(=O)N(C)C)C